1-(4-((2-(3-aminophenyl)-6-((5-methylthiazol-2-yl)amino)pyridin-4-yl)methyl)piperazin-1-yl)ethan-1-one NC=1C=C(C=CC1)C1=NC(=CC(=C1)CN1CCN(CC1)C(C)=O)NC=1SC(=CN1)C